yttrium amyloxide C(CCCC)OCCCCC.[Y]